FC1=C(C(=CC=C1)F)C1=CC(=C(C=C1)C=O)F 2',3,6'-trifluoro-[1,1'-biphenyl]-4-carbaldehyde